FC1=CC=CC=2C1=NON2 7-fluorobenzo[c][1,2,5]oxadiazol